NC=1C=C(C(=NC1)S(=O)(=O)NC=1SC(=C(N1)C1=CC(=C(C=C1)F)Cl)C)C 5-amino-N-(4-(3-chloro-4-fluorophenyl)-5-methylthiazol-2-yl)-3-methylpyridine-2-sulfonamide